N1=C(C=CC=C1)C1=NN=C(N=N1)C1=CC=CC=N1 6-(6-(pyridin-2-yl)-1,2,4,5-tetrazin-3-yl)pyridin